C(C)(C)C1=C(C(=CC=C1)C(C)C)NC(=O)NS(=O)(=O)/C=C/[C@]1(N(CCC1)C(=O)OC(C)(C)C)C tert-butyl (S,E)-2-(2-(N-((2,6-diisopropylphenyl)carbamoyl)sulfamoyl)vinyl)-2-methylpyrrolidine-1-carboxylate